tertbutyl-p-hydroxyanisole C(C)(C)(C)C1=C(C=CC(=C1)O)OC